n-butyl-d9-amine [2H]C([2H])([2H])C([2H])([2H])C([2H])([2H])C([2H])([2H])N